BrCC=1N(C2=C(OC1)C=CC(=C2)C(=O)OC)C[C@H]2OCC2 methyl (S)-3-(bromomethyl)-4-(oxetan-2-ylmethyl)-4H-benzo[b][1,4]oxazine-6-carboxylate